C(C)(=O)OC[C@@H]1[C@H]([C@@H]([C@H]([C@@H](O[C@@H]2[C@H](OCC3=CC=CC=C3)[C@@H](OC(CCC(=O)C)=O)[C@H](OCC3=CC=CC=C3)[C@H](O2)COC(C)=O)O1)O)OC(C1=CC=CC=C1)=O)OCC1=CC=CC=C1 6-O-acetyl-2,4-di-O-benzyl-3-O-levulinyl-alpha-D-glucopyranosyl-(1->2) 6-O-acetyl-4-O-benzyl-3-O-benzoyl-alpha-D-glucopyranoside